3-{4-[(3-amino-1H-pyrazolo[3,4-b]pyridin-5-yl)amino]phenyl}-1-[5-(trifluoromethyl)-3-pyridinyl]-2,4-imidazolidinedione trifluoroacetate FC(C(=O)O)(F)F.NC1=NNC2=NC=C(C=C21)NC2=CC=C(C=C2)N2C(N(CC2=O)C=2C=NC=C(C2)C(F)(F)F)=O